(R)-3-(o-tolyl)acrylic acid C1(=C(C=CC=C1)C=CC(=O)O)C